9,9-bis(4-(2-hydroxy-ethoxy)-3-cyclohexylphenyl)fluorene OCCOC1=C(C=C(C=C1)C1(C2=CC=CC=C2C=2C=CC=CC12)C1=CC(=C(C=C1)OCCO)C1CCCCC1)C1CCCCC1